14-fluoro-9,17-dimethyl-16-(trifluoromethyl)-10-oxa-2,12,18,20-tetrazapentacyclo[9.7.1.14,7.02,8.015,19]icosa-1(18),11(19),12,14,16-pentaene-20-carboxylate FC=1C=NC=2OC(C3C4CCC(CN3C3=NC(=C(C1C32)C(F)(F)F)C)N4C(=O)[O-])C